(((methylsulfonyl)oxy)methyl)morpholine-4-carboxylate CS(=O)(=O)OCOC(=O)N1CCOCC1